N,N-di-tert-butylethylenediamine C(C)(C)(C)N(CCN)C(C)(C)C